FC(C=1C(=C(C=CC1)[C@@H](C)NC(=O)C1=CNC(C=C1NC1[C@H]2CN(C[C@@H]1CC2)C)=O)F)F N-((R)-1-(3-(difluoromethyl)-2-fluorophenyl)ethyl)-4-(((1R,5S,8r)-3-methyl-3-azabicyclo[3.2.1]octan-8-yl)amino)-6-oxo-1,6-dihydropyridine-3-carboxamide